Cl.Cl.NCCOC1=C(C=CC=C1)C1=CC(=CC=C1)CC1NCCCC1NS(=O)(=O)C N-(2-((2'-(2-aminoethoxy)-[1,1'-biphenyl]-3-yl)methyl)piperidin-3-yl)methanesulfonamide dihydrochloride